CC=1C=C(CC2NC(NC2)=S)C=CC1 4-(3-methylbenzyl)imidazolidine-2-thione